iron aluminum thorium uranium [U].[Th].[Al].[Fe]